ICC(C(CC)=O)=O iodopentandione